(R/S)-alpha-ethyl-2-oxo-1-pyrrolidineacetic acid methyl ester COC([C@H](N1C(CCC1)=O)CC)=O |r|